COC1=CC=C2C3=C(N(C2=C1)CC1=CC=C(C=C1)S(=O)(=O)N)N=CN=C3 4-((7-methoxy-9H-pyrimido[4,5-b]indol-9-yl)methyl)benzenesulfonamide